C1(C2C(CCC1)O2)CC[Si](OCC)(OCC)C (2,3-epoxycyclohexylethyl)methyldiethoxysilane